3β-arachidylamido-7α,12α-dihydroxy-5β-cholan-24-oic acid N-methylglucamine salt CNC[C@H](O)[C@@H](O)[C@H](O)[C@H](O)CO.C(CCCCCCCCCCCCCCCCCCC)(=O)N[C@@H]1C[C@H]2C[C@H]([C@H]3[C@@H]4CC[C@H]([C@@H](CCC(=O)O)C)[C@]4([C@H](C[C@@H]3[C@]2(CC1)C)O)C)O